2-[6-[3-(Difluoromethyl)-4-fluoro-phenyl]pyrazolo[4,3-b]pyridin-1-yl]-N-(2-methoxyethyl)-N-methyl-acetamide FC(C=1C=C(C=CC1F)C=1C=C2C(=NC1)C=NN2CC(=O)N(C)CCOC)F